4-((4'-(1,1,1,3,3,3-hexafluoro-2-hydroxy propan-2-yl)-2-methyl-[1,1'-biphenyl]-4-yl)methyl)-1-(pyridin-4-ylmethyl)piperazin-2-ylacetate FC(C(C(F)(F)F)(O)C1=CC=C(C=C1)C1=C(C=C(C=C1)CN1CC(N(CC1)CC1=CC=NC=C1)CC(=O)[O-])C)(F)F